3,4',5-triethylbiphenyl C(C)C=1C=C(C=C(C1)CC)C1=CC=C(C=C1)CC